N1(C=NC=C1)CCCNC(=O)C=1SC(=CN1)C1=CC=CC=C1 N-(3-(1H-imidazol-1-yl)propyl)-5-phenylthiazole-2-carboxamide